FC1=C(N=CC2=C1N=C(N=C2N2CC(CCC2)CS(=O)(=O)N)OCC21CCCN1CCC2)C2=CC=CC1=CC=CC=C21 (1-(8-fluoro-7-(naphthalen-1-yl)-2-((tetrahydro-1H-pyrrolizin-7a(5H)-yl)methoxy)pyrido[4,3-d]pyrimidin-4-yl)piperidin-3-yl)methanesulfonamide